1-(4-(4-fluorophenyl)-5-(4-methylquinazolin-6-yl)pyrimidin-2-yl)-3-(2-hydroxy-2-methylpropyl)urea FC1=CC=C(C=C1)C1=NC(=NC=C1C=1C=C2C(=NC=NC2=CC1)C)NC(=O)NCC(C)(C)O